((1R,4R,7R)-7-amino-2-azabicyclo[2.2.1]heptan-2-yl)(2-(4-(cyclopropylmethyl)-4H-thieno[3,2-b]pyrrol-5-yl)-7-methoxy-1-methyl-1H-benzo[d]imidazol-5-yl)methanone N[C@H]1[C@@H]2N(C[C@H]1CC2)C(=O)C2=CC1=C(N(C(=N1)C1=CC3=C(N1CC1CC1)C=CS3)C)C(=C2)OC